C1(=CC=CC=C1)CCO 2-phenyl-ethylalcohol